C1(CC1)N1N=C(C=C1)C=1C(=C2C(=NC(=NN2C1)C=1N(C=CN1)C)NC1=NC=NC(=C1)OC)C 6-(1-cyclopropyl-1H-pyrazol-3-yl)-N-(6-methoxypyrimidin-4-yl)-5-methyl-2-(1-methyl-1H-imidazol-2-yl)pyrrolo[2,1-f][1,2,4]triazin-4-amine